2-(3-pyridyl)thiazol-4-amine N1=CC(=CC=C1)C=1SC=C(N1)N